2-amino-4-(butylamino)-6-(4-((cyclopropylamino)methyl)benzyl)pyrimido[4,5-d]pyridazin-5(6H)-one NC=1N=C(C2=C(C=NN(C2=O)CC2=CC=C(C=C2)CNC2CC2)N1)NCCCC